4,12-dimethyl-2,6,10,14-tetrakis(trifluoromethyl)-1,7,9,15-tetraoxa-4,12-diaza-8-stannaspiro[7.7]pentadecane CN1CC(O[Sn]2(OC(C1)C(F)(F)F)OC(CN(CC(O2)C(F)(F)F)C)C(F)(F)F)C(F)(F)F